tert-butyl 4-(1-(2,2-difluoroethyl)-2-(3,4-dimethoxyphenyl)-1H-benzo[d]imidazol-5-yl)piperidine-1-carboxylate FC(CN1C(=NC2=C1C=CC(=C2)C2CCN(CC2)C(=O)OC(C)(C)C)C2=CC(=C(C=C2)OC)OC)F